ClC=1C=CC(=NC1)C1(OC2=C(O1)C=CC=C2C2CCN(CC2)C(=O)OC(C)(C)C)C tert-butyl 4-[2-(5-chloropyridin-2-yl)-2-methyl-1,3-benzodioxol-4-yl]piperidine-1-carboxylate